FC1=CC=C2CCCC(C2=C1)=O 7-fluoro-3,4-dihydronaphthalen-1(2H)-one